methyl (2-((5-bromo-2-((3,4,5-trimethoxyphenyl)amino) pyrimidin-4-yl)oxy)phenyl)carbamate BrC=1C(=NC(=NC1)NC1=CC(=C(C(=C1)OC)OC)OC)OC1=C(C=CC=C1)NC(OC)=O